C(C)OP(=O)(OCC)CC=1C=C2C=C(NC2=CC1)C(=O)OCC1=CC=CC=C1 benzyl 5-((diethoxyphosphoryl) methyl)-1H-indole-2-carboxylate